dimethyl-9,9'-biacridine CC1=C(C2=C(C3=CC=CC=C3N=C2C=C1)C=1C2=CC=CC=C2N=C2C=CC=CC12)C